NCC1=CC(=C(C=C1)NC(=O)C1=CC2=C(OCCC3=C2SC=C3)C=C1C=1C(=NC(=CC1)C(NC1(CCCCC1)C#N)=O)C(=O)OC)C methyl 3-(9-((4-(aminomethyl)-2-methylphenyl)carbamoyl)-4,5-dihydrobenzo[b]thieno[2,3-d]oxepin-8-yl)-6-((1-cyanocyclohexyl)carbamoyl)picolinate